7-(6-(Difluoromethyl)-5-fluoropyridin-2-yl)-1-methyl-1,3-dihydro-2H-imidazo[4,5-b]pyridine FC(C1=C(C=CC(=N1)C1=C2C(=NC=C1)NCN2C)F)F